2,5-furandione, potassium salt [K].O1C(C=CC1=O)=O